4-cyano-1H-pyrazole-1-carboxylate C(#N)C=1C=NN(C1)C(=O)[O-]